2-Methyl-1-(5-(2-((1-((1-methyl-1H-pyrazol-4-yl)sulfonyl)piperidin-4-yl)amino)-5-(trifluoromethyl)pyrimidin-4-yl)thiazol-2-yl)propan-2-ol CC(CC=1SC(=CN1)C1=NC(=NC=C1C(F)(F)F)NC1CCN(CC1)S(=O)(=O)C=1C=NN(C1)C)(C)O